1-{4-[7-(1-benzo[b]thiophen-5-yl-ethylamino)-1-(1-ethyl-propyl)-1H-pyrazolo[4,3-d]pyrimidin-5-yl]-piperazin-1-yl}-ethanone S1C2=C(C=C1)C=C(C=C2)C(C)NC=2C1=C(N=C(N2)N2CCN(CC2)C(C)=O)C=NN1C(CC)CC